indium arsenate [As]([O-])([O-])([O-])=O.[In+3]